4-(3-(5-methoxypyridin-3-yl)pyrazolo[1,5-a]pyrimidin-5-yl)piperazine-1-carboxylic acid isopropyl ester C(C)(C)OC(=O)N1CCN(CC1)C1=NC=2N(C=C1)N=CC2C=2C=NC=C(C2)OC